6,8-dichloro-3-isopropenyl-imidazo[1,2-a]pyridine ClC=1C=C(C=2N(C1)C(=CN2)C(=C)C)Cl